3,3'-((((4-(aminomethyl)benzyl)azanediyl)bis(methylene))bis(1H-indole-3,5-diyl))bis(2-(pyrrolidin-3-yl)propanoic acid) NCC1=CC=C(CN(CC2=CNC3=CC=C(C=C23)CC(C(=O)O)C2CNCC2)CC2=CNC3=CC=C(C=C23)CC(C(=O)O)C2CNCC2)C=C1